ClC=1C(=C(C(=CC1)OC)C1=CC(=NC=C1C(=O)NC=1SC(=NN1)C(C(=O)N1CCC(CC1)C#N)(F)F)C)F 4-(3-chloro-2-fluoro-6-methoxyphenyl)-N-(5-(2-(4-cyanopiperidin-1-yl)-1,1-difluoro-2-oxoethyl)-1,3,4-thiadiazol-2-yl)-6-methylnicotinamide